CC=1N(C=CC1C(=O)OCC)COCC[Si](C)(C)C ethyl 2-methyl-1-((2-(trimethylsilyl) ethoxy) methyl)-1H-pyrrole-3-carboxylate